6-((1R,2R)-2-(5-cyanopyrimidin-2-yl)cyclobutyl)-4-oxo-1-((S)-1-(6-(trifluoromethyl)pyridin-3-yl)ethyl)-4,5-dihydro-1H-pyrazolo[3,4-d]pyrimidine-3-carbonitrile C(#N)C=1C=NC(=NC1)[C@H]1[C@@H](CC1)C=1NC(C2=C(N1)N(N=C2C#N)[C@@H](C)C=2C=NC(=CC2)C(F)(F)F)=O